FC1=CC(=C(C=C1C=1C=NC(=NC1)N1CCOCC1)NC(=O)C=1C=NN(C1)C)N1C[C@H](N(CC1)C)C N-[4-fluoro-5-(2-morpholin-4-ylpyrimidin-5-yl)-2-[(3R)-3,4-dimethylpiperazin-1-yl]phenyl]-1-methylpyrazole-4-carboxamide